BrC=1C(=CC(=C(C(=O)NC(NC2=C(C=CC=C2)C(F)(F)F)=O)C1)F)C1CC1 5-bromo-4-cyclopropyl-2-fluoro-N-((2-(trifluoromethyl)phenyl)-carbamoyl)benzamide